CC1(OB(OC1(C)C)C=1C[C@H](CCC1)NC(OC(C)(C)C)=O)C tert-butyl (S)-(3-(4,4,5,5-tetramethyl-1,3,2-dioxaborolan-2-yl)cyclohex-3-en-1-yl)carbamate